ClC=1N(N=C2C1N(C(C=C2O)=O)C)C2OCCCC2 3-chloro-7-hydroxy-4-methyl-2-(tetrahydro-2H-pyran-2-yl)-2,4-dihydro-5H-pyrazolo[4,3-b]pyridin-5-one